ClC1=NN(C(=C1)C(=O)OC)CCC1CCN(CC1)C methyl 3-chloro-1-(2-(1-methylpiperidin-4-yl) ethyl)-1H-pyrazole-5-carboxylate